FC(C(C(F)(F)F)OC(=O)N1CCN(CC1)CC1=C(OC(C(=O)O)(C)C)C=C(C=C1)C1=NC=CC=C1)(F)F 2-(2-((4-(((1,1,1,3,3,3-Hexafluoropropan-2-yl)oxy)carbonyl)piperazin-1-yl)methyl)-5-(pyridin-2-yl)phenoxy)-2-methylpropanoic acid